6-chloro-3-(((1R)-1-(2-cyano-3-(6-(4-cyanophenyl)-3,6-diazabicyclo[3.1.1]heptan-3-yl)-7-methylquinoxalin-5-yl)ethyl)amino)picolinic acid ClC1=CC=C(C(=N1)C(=O)O)N[C@H](C)C1=C2N=C(C(=NC2=CC(=C1)C)C#N)N1CC2N(C(C1)C2)C2=CC=C(C=C2)C#N